(1R,2S,5S)-N-[cyano(phthalazin-1-yl)methyl]-3-[(2S)-2-[(3,3-difluorocyclobutanecarbonyl)amino]-3,3-dimethyl-butanoyl]-6,6-dimethyl-3-azabicyclo[3.1.0]hexane-2-carboxamide C(#N)C(NC(=O)[C@@H]1[C@H]2C([C@H]2CN1C([C@H](C(C)(C)C)NC(=O)C1CC(C1)(F)F)=O)(C)C)C1=NN=CC2=CC=CC=C12